FC1=C(C=C(CC2(CC2)C(=O)N[C@@H]2[C@H](CNCC2)F)C=C1)C 1-(4-fluoro-3-methylbenzyl)-N-((3s,4s)-3-fluoropiperidin-4-yl)cyclopropane-1-carboxamide